FC(CC1=C(NC2=CC=C(C=C12)C1CCN(CC1)C(C)C)C1=CC(=NC(=C1)C)C)F 3-(2,2-difluoroethyl)-2-(2,6-dimethylpyridin-4-yl)-5-(1-isopropylpiperidin-4-yl)-1H-indole